C12CN(CC(CC1)O2)[C@H]2[C@H](CCC2)OC=2C=C1CN(C(C1=CC2)=O)C2C(NC(CC2)=O)=O 3-(5-(((1S,2R)-2-(8-oxa-3-azabicyclo[3.2.1]octan-3-yl)cyclopentyl)oxy)-1-oxoisoindolin-2-yl)piperidine-2,6-dione